C1(CCCCC1)C=1C=CC(=NC1)CN(C(C(F)(F)F)=O)C=1C(=C2COC(C2=CC1)=O)F N-((5-cyclohexylpyridin-2-yl)methyl)-2,2,2-trifluoro-N-(4-fluoro-1-oxo-1,3-dihydroisobenzofuran-5-yl)acetamide